ClC=1C=C(C=C(C1)C=C)CC#N 2-(3-chloro-5-vinylphenyl)acetonitrile